CC(C)CC(CCC)C 2,4-dimethyl-heptane